chlorobis(4-cyclohexylphenyl)phosphane ClP(C1=CC=C(C=C1)C1CCCCC1)C1=CC=C(C=C1)C1CCCCC1